5-bromo-7-((1S,2S)-2-(2,4-difluorophenyl)cyclopropyl)pyrazolo[1,5-a]pyrimidine BrC1=NC=2N(C(=C1)[C@@H]1[C@H](C1)C1=C(C=C(C=C1)F)F)N=CC2